2-isopropyl-N-[(1S)-1-(4-methylcyclohexyl)-2-oxo-2-[[1-[1-(6-oxo-1H-pyridazin-5-yl)ethyl]pyrazol-4-yl]amino]ethyl]pyrazole-3-carboxamide C(C)(C)N1N=CC=C1C(=O)N[C@H](C(NC=1C=NN(C1)C(C)C1=CC=NNC1=O)=O)C1CCC(CC1)C